COC(=O)C=1C=C(C2=C(N(C(=N2)CC2=C(C=C(C(=C2)F)OC2=NC(=CC=C2)OCC2=C(C=C(C=C2)C#N)F)F)C[C@H]2OCC2)C1)F (S)-2-(4-((6-((4-cyano-2-fluorobenzyl)oxy)pyridin-2-yl)oxy)-2,5-difluorobenzyl)-4-fluoro-1-(oxetan-2-ylmethyl)-1H-Benzo[d]imidazole-6-carboxylic acid methyl ester